BrC=1C=C(C=CC1)C=1N=CC=2N(C1)C=C(N2)C#N 6-(3-bromophenyl)imidazo[1,2-a]pyrazine-2-carbonitrile